tert-butyl (1S,5R)-3-(2-(2,2-dihydroxypropoxy)-6,8-difluoroquinazolin-4-yl)-1-methyl-3,8-diazabicyclo[3.2.1]octane-8-carboxylate OC(COC1=NC2=C(C=C(C=C2C(=N1)N1C[C@@]2(CC[C@H](C1)N2C(=O)OC(C)(C)C)C)F)F)(C)O